ClC1=C(C=CC=C1NC(=O)C1=NN2C(C(CCC2)O)=C1)C1=C(C(=CC=C1)C1=CC=C(C=C1)CNC[C@H]1NC(CC1)=O)Cl N-(2,2'-dichloro-4''-(((((S)-5-oxopyrrolidin-2-yl)methyl)amino)methyl)-[1,1':3',1''-terphenyl]-3-yl)-4-hydroxy-4,5,6,7-tetrahydropyrazolo[1,5-a]pyridine-2-carboxamide